C12(CC3CC(CC(C1)C3)C2)NC2=CC=3C1(C4=CC=CC=C4C3C=C2)C2=CC=CC=C2C=2C=CC=CC21 (adamantan-1-yl)-N-(9,9-spirobifluoren-2-yl)amine